{(3-(2-propyloxy)-2-hydroxypropyloxy)-2-hydroxylphenyl}-6-(4-methoxyphenyl)-1,3,5-triazine CC(C)OCC(COC=1C(=C(C=CC1)C1=NC(=NC=N1)C1=CC=C(C=C1)OC)O)O